SC=1C(=NC(N([C@H]2[C@H](O)[C@H](O)[C@@H](CO)O2)C1)=O)N 5-(sulfanyl)-cytidine